(S)-N-(3-cyclopropyl-1H-pyrazol-5-yl)-2-(1-(4-methoxypyridin-2-yl)-1H-pyrazol-4-yl)propanamide C1(CC1)C1=NNC(=C1)NC([C@@H](C)C=1C=NN(C1)C1=NC=CC(=C1)OC)=O